2,3,5,6-Tetraaminopyridine NC1=NC(=C(C=C1N)N)N